3-((3-cyanopyridin-2-yl)oxy)-2,2-dimethylpropionic acid C(#N)C=1C(=NC=CC1)OCC(C(=O)O)(C)C